P(=O)(O)(O)O[C@H]1[C@H]([C@@H](O[C@@H]1CO)N1C=NC=2C(=O)NC(N)=NC12)OC#CC 2'-O-propynyl-guanosine-3'-phosphate